chloro-2-((2,3-dichloropyridin-4-yl)thio)-3-methylpyrazine ClC=1N=C(C(=NC1)SC1=C(C(=NC=C1)Cl)Cl)C